(7R,9aR)-7-[8-amino-1-(4-{(1R)-1-hydroxy-1-[3-(trifluoromethyl)phenyl]ethyl}phenyl)imidazo[1,5-a]pyrazin-3-yl]tetrahydro-1H-[1,4]oxazino[3,4-c][1,4]oxazin-4(3H)-one NC=1C=2N(C=CN1)C(=NC2C2=CC=C(C=C2)[C@](C)(C2=CC(=CC=C2)C(F)(F)F)O)[C@H]2CN1[C@@H](CO2)COCC1=O